3-amino-5-methyl-6-(1-methyl-1H-benzo[d]imidazol-4-yl)picolinonitrile NC=1C(=NC(=C(C1)C)C1=CC=CC=2N(C=NC21)C)C#N